N-(4-{5-[(1S,4S)-2,5-diazabicyclo[2.2.1]Hept-2-yl]-2-(4-fluorophenyl)-3H-imidazo[4,5-b]Pyridin-3-yl}pyridin-2-yl)benzamide [C@@H]12N(C[C@@H](NC1)C2)C2=CC=C1C(=N2)N(C(=N1)C1=CC=C(C=C1)F)C1=CC(=NC=C1)NC(C1=CC=CC=C1)=O